4-amino-2-morpholino-1H-pyrimidin-6-one NC=1N=C(NC(C1)=O)N1CCOCC1